3-(((R)-7-((2S,5R)-5-(2,5-Difluorophenyl)-2-methylmorpholine-4-carbonyl)-7-azaspiro[4.5]decan-10-yl)methyl)-6-fluoroquinazolin-4(3H)-one FC1=C(C=C(C=C1)F)[C@@H]1CO[C@H](CN1C(=O)N1CC2(CCCC2)[C@@H](CC1)CN1C=NC2=CC=C(C=C2C1=O)F)C